tert-butyl (3-(((methylthio)carbonothioyl)oxy)-3-(trifluoromethyl)-1-oxaspiro[3.5]nonan-7-yl)carbamate CSC(=S)OC1(COC12CCC(CC2)NC(OC(C)(C)C)=O)C(F)(F)F